4-(2-(2,3-dihydrobenzo[b][1,4]dioxin-6-yl)-9-methyl-8-(piperidin-4-yl)-9H-purin-6-yl)morpholine O1C2=C(OCC1)C=C(C=C2)C2=NC(=C1N=C(N(C1=N2)C)C2CCNCC2)N2CCOCC2